C(C)(=O)C12C3C4C5(C(C14)C2C53)NC(OC(C)(C)C)=O tert-butyl [4-acetylcuban-1-yl]carbamate